C(C)OC(C(CC=1C=C(C=CC1)C(C(=O)O)(CCCC(CS(=O)(=O)CC(=O)OCC)(C)C)CF)C)=O 2-(3-(3-ethoxy-2-methyl-3-oxopropyl)phenyl)-7-((2-ethoxy-2-oxoethyl)sulfonyl)-2-(fluoromethyl)-6,6-dimethylheptanoic acid